ClC=1C(=CC(=NC1)OC)C1=CC(=NN1)C(=O)N1CCC(CC1)C(=O)NCC1=CC2=C(S(CC2)(=O)=O)C=C1 (5-(5-chloro-2-methoxypyridin-4-yl)-1H-pyrazole-3-carbonyl)-N-((1,1-dioxo-2,3-dihydrobenzo[b]thiophen-5-yl)methyl)piperidine-4-carboxamide